C[Si](CCC(=O)O)(C)C 3-TRIMETHYLSILYLPROPIONIC ACID